C(C=C)(=O)N1C[C@H](C[C@@H]1COC)N1N=C(C(=C1NC)C(=O)N)C#CC1=C(C2=C(N(C=N2)C)C=C1)F 1-((3S,5R)-1-acryloyl-5-(methoxymethyl)pyrrolidin-3-yl)-3-((4-fluoro-1-methyl-1H-benzo[d]imidazol-5-yl)ethynyl)-5-(methylamino)-1H-pyrazole-4-carboxamide